N-[4-[[3-[2-[(1r,4r)-(4-Aminocyclohexyl)amino]pyrimidin-4-yl]-4-pyridyl]oxy]-3-fluorophenyl]tetralin-2-ylsulfonamide NC1CCC(CC1)NC1=NC=CC(=N1)C=1C=NC=CC1OC1=C(C=C(C=C1)NS(=O)(=O)C1CC2=CC=CC=C2CC1)F